2-[(3R)-5,5-difluoropiperidin-3-yl]-1λ6,2-thiazolidine-1,1-dione hydrochloride Cl.FC1(C[C@H](CNC1)N1S(CCC1)(=O)=O)F